ClC=1C=C(C=C2C(=C(C=NC12)C#N)NCC(C)(C)C)N[C@H](C#C)C=1C(=NC(=CC1)F)C (R)-8-chloro-6-((1-(6-fluoro-2-methylpyridin-3-yl)prop-2-yn-1-yl)amino)-4-(neoPentylamino)quinoline-3-carbonitrile